ClC1=NC=C(C(=N1)C#CC1=CC(=C(C=C1)OC)OC)N 2-chloro-4-((3,4-dimethoxyphenyl)ethynyl)pyrimidin-5-amine